CN1CCN(CC1)C1=C2CCN(CC2=CC(=C1)C1=CC=C(C=C1)C(F)(F)F)C(C=C)=O 1-(5-(4-methylpiperazin-1-yl)-7-(4-(trifluoromethyl)phenyl)-3,4-dihydroisoquinolin-2(1H)-yl)prop-2-en-1-one